(3R)-3-amino-5-[(4-chlorophenyl)methyl]-8-fluoro-1,1-dioxo-7-[5-[(1R,5S)-6,6-difluoro-3-azabicyclo[3.1.1]heptan-3-yl]-1,3,4-oxadiazol-2-yl]-2,3-dihydro-1λ6,5-benzothiazepin-4-one N[C@H]1CS(C2=C(N(C1=O)CC1=CC=C(C=C1)Cl)C=C(C(=C2)F)C=2OC(=NN2)N2C[C@@H]1C([C@H](C2)C1)(F)F)(=O)=O